CC1=CC=C(C=C1)S(=O)(=O)ON=C(C#N)C#N (tosyloxy)carbonimidoyl Dicyanide